N-(2,6-dimethylphenyl)-N-ethylcyclohexane-formamidine CC1=C(C(=CC=C1)C)N(C(=N)C1CCCCC1)CC